5-[3-benzyloxy-1-fluoro-7-(4-hydroxybutoxy)-2-naphthyl]-1,1-dioxo-1,2,5-thiadiazolidin-3-one C(C1=CC=CC=C1)OC=1C(=C(C2=CC(=CC=C2C1)OCCCCO)F)N1CC(NS1(=O)=O)=O